FC=1C(=C2CN(C(C2=CC1)=O)C1C(NC(CC1)=O)=O)N1CCC(CC1)CN1CCNCC1 3-[5-fluoro-1-oxo-4-[4-(piperazin-1-ylmethyl)-1-piperidinyl]isoindolin-2-yl]piperidine-2,6-dione